tert-butyl 4-[1-(2,6-dioxo-3-piperidyl)-2-methyl-indolin-5-yl]piperidine-1-carboxylate O=C1NC(CCC1N1C(CC2=CC(=CC=C12)C1CCN(CC1)C(=O)OC(C)(C)C)C)=O